COC=1C(=CC2=C(N=C(N=C2N)C)N1)N1C=CC=C1 7-methoxy-2-methyl-6-(pyrrol-1-yl)pyrido[2,3-d]Pyrimidin-4-amine